N-(1-(4-(((3-aminocyclobutyl)amino)methyl)cyclohexyl)-2-oxo-1,2-dihydropyrimidin-4-yl)piperazine-1-carboxamide hydrochloride Cl.NC1CC(C1)NCC1CCC(CC1)N1C(N=C(C=C1)NC(=O)N1CCNCC1)=O